ClC1=C(C(=CC=C1)F)C=NO N-[(2-chloro-6-fluorophenyl)-methylidene]hydroxylamine